C[C@@H]1O[C@@H](CN(C1)CC1=CC=C(COC=2C=CC=C3C(N(NC23)C2C(NC(CC2)=O)=O)=O)C=C1)C 3-(7-((4-(((2S,6R)-2,6-dimethylmorpholino)methyl)benzyl)oxy)-3-oxo-1,3-dihydro-2H-indazol-2-yl)piperidine-2,6-dione